2-(7-((2S,5R)-2,5-diethyl-4-(1-(3-fluoropyrazolo[1,5-a]pyrimidin-5-yl)ethyl)piperazin-1-yl)-4-methyl-5-oxo-4,5-dihydro-2H-pyrazolo[4,3-b]pyridin-2-yl)acetonitrile C(C)[C@@H]1N(C[C@H](N(C1)C(C)C1=NC=2N(C=C1)N=CC2F)CC)C=2C=1C(N(C(C2)=O)C)=CN(N1)CC#N